2-((S)-3-aminopyrrolidin-1-yl)-4-(5-(difluoromethyl)-1,3,4-thiadiazol-2-yl)-8-((2S,6S)-2,6-dimethylmorpholino)-N-(1-methylcyclopropyl)quinazoline-6-sulfonamide N[C@@H]1CN(CC1)C1=NC2=C(C=C(C=C2C(=N1)C=1SC(=NN1)C(F)F)S(=O)(=O)NC1(CC1)C)N1C[C@@H](O[C@H](C1)C)C